(Z)-(1-methyl-1H-tetrazol-5-yl)(phenyl)methanone O-((5-(4-bromophenyl)-1,3,4-oxadiazol-2-yl)methyl) oxime BrC1=CC=C(C=C1)C1=NN=C(O1)CO\N=C(\C1=CC=CC=C1)/C1=NN=NN1C